(4-(2-(tert-butyl)phenyl)piperidin-1-yl)((2R,4R)-4-hydroxypyrrolidin-2-yl)methanone C(C)(C)(C)C1=C(C=CC=C1)C1CCN(CC1)C(=O)[C@@H]1NC[C@@H](C1)O